FC(C(=O)O)(F)F.N1C(=NCC1)C1=CC=C(C=C1)N1N=C2C(=CC(=CC2=C1)F)C(=O)N 2-[4-(4,5-dihydro-1H-imidazol-2-yl)phenyl]-5-fluoro-2H-indazole-7-carboxamide trifluoroacetate